(2-Aminoethyl)Aminopropyltriethoxysilane sodium [Na].NCCNCCC[Si](OCC)(OCC)OCC